C(C=C)(=O)OC1(CCC2CCCCCC12)CCC propyldecahydroazulenyl acrylate